4-(methoxycarbonyl)-2,4-dimethylundecanedioic acid COC(=O)C(CC(C(=O)O)C)(CCCCCCC(=O)O)C